(4-(2-hydroxyethyl)thiazol-2-yl)cyclohexane-1-carboxamide OCCC=1N=C(SC1)C1(CCCCC1)C(=O)N